7-((3,5-Difluoro-4-((1-methyl-1H-pyrazol-4-yl)oxy)benzyl)oxy)-3,4,11,11a-tetrahydropyrimido[6',1':2,3]imidazo[5,1-c][1,4]oxazin-9(1H)-one FC=1C=C(COC2=NC(N3C(N4C(COCC4)C3)=C2)=O)C=C(C1OC=1C=NN(C1)C)F